[Ca+2].CS(=O)(=O)C1=CC=C(C=C1)S(=O)(=O)[O-].CS(=O)(=O)C1=CC=C(C=C1)S(=O)(=O)[O-] (2S,3R)-p-methylsulfonylbenzenesulfonic acid calcium salt